(R)-N-(3-(2-((2-fluoro-3-(methylsulfonyl)phenyl)amino)-5-methylpyrimidin-4-yl)-1H-indol-7-yl)-3-methoxy-2-(4-methyl-1,4-diazepan-1-yl)propionamide FC1=C(C=CC=C1S(=O)(=O)C)NC1=NC=C(C(=N1)C1=CNC2=C(C=CC=C12)NC([C@@H](COC)N1CCN(CCC1)C)=O)C